C(C)(C)(C)OC(=O)N1CCC(CC1)OC=1C=NC(=NC1)C(F)(F)F 4-{[2-(trifluoromethyl)pyrimidin-5-yl]oxy}piperidine-1-carboxylic acid tert-butyl ester